5-(5-fluoro-3-pyridinyl)-7-[2-(1H-indol-3-yl)ethylamino]-N-methoxy-N-methyl-pyrazolo[1,5-a]Pyrimidine-3-carboxamide FC=1C=C(C=NC1)C1=NC=2N(C(=C1)NCCC1=CNC3=CC=CC=C13)N=CC2C(=O)N(C)OC